NC1=NC=C(C=C1OC=1C=C(C=CC1)NC(C1=CC(=CC=C1)C)=O)Cl N-(3-((2-amino-5-chloropyridin-3-yl)oxy)phenyl)-3-methyl-benzamide